ClC1=C2C=C(N(C2=CC(=C1Cl)OCC=1N(C=CN1)COCC[Si](C)(C)C)C)C(=O)N[C@@]1(COCC1)C1=CC=C(C(=O)O)C=C1 |r| (±)-4-(3-(4,5-Dichloro-1-methyl-6-((1-((2-(trimethylsilyl)ethoxy)methyl)-1H-imidazol-2-yl)methoxy)-1H-indole-2-carboxamido)tetrahydrofuran-3-yl)benzoic acid